N1=C(C=CC=C1)CNC(=O)[C@H]1CN(CCC1)C(=O)OC(C)(C)C tert-butyl (R)-3-((pyridin-2-ylmethyl)carbamoyl)piperidine-1-carboxylate